ClC1=C(C=CC=C1Cl)S(=O)(=O)C1=CN=C(C=2N1C=NC2)N2CCC1([C@@H]([C@@H](OC1)C)N)CC2 (3S,4S)-8-{5-[(2,3-dichlorophenyl)sulfonyl]imidazo[1,5-a]pyrazin-8-yl}-3-methyl-2-oxa-8-azaspiro[4.5]decan-4-amine